FC1CN(C1)CC=1C=CC(N(C1)C(C(=O)OCC)CC(C)C)=O ethyl 2-(5-((3-fluoroazetidin-1-yl)methyl)-2-oxopyridin-1(2H)-yl)-4-methylpentanoate